(+/-)-cyclopropyl-6-(hydroxy(o-tolyl)methyl)-methylpyridine-2,4-dicarboxylic acid C1(CC1)C=1C(=C(C(=NC1[C@@H](C1=C(C=CC=C1)C)O)C(=O)O)C)C(=O)O |r|